FC(C(=O)O)(F)F.C1(CCCCC1)CCNCC1=C(C(=O)N)C=CC=C1 2-((2-cyclohexylethylamino)methyl)benzamide trifluoroacetate